CC1=NC(=NC=C1)OC1=CC=C(C=C1)C1CN(C1)C(=O)N1C[C@@H]2[C@@H](OCC(N2)=O)CC1 (+)-(4aR,8aS)-6-[3-[4-(4-Methylpyrimidin-2-yl)oxyphenyl]azetidine-1-carbonyl]-4,4a,5,7,8,8a-hexahydropyrido[4,3-b][1,4]oxazin-3-one